((1,4-dimethyl-1H-pyrazol-3-yl)amino)thiazole-4-carboxylic acid ethyl ester C(C)OC(=O)C=1N=C(SC1)NC1=NN(C=C1C)C